N-(3-chloro-4-(pyridin-2-ylmethoxy)phenyl)-7-methoxy-6-((2-methylpiperidin-4-yl)oxy)quinazolin-4-amine ClC=1C=C(C=CC1OCC1=NC=CC=C1)NC1=NC=NC2=CC(=C(C=C12)OC1CC(NCC1)C)OC